CC1=C(C=C(C=C1)NC(=O)C1CC12CCC2)C=2N=NC=CC2 N-(4-methyl-3-pyridazin-3-ylphenyl)spiro[2.3]hexane-2-carboxamide